OC1=CC(=C(C(=C1)C)C[C@@H](CNC(\C=C\C1=CC(=CC=C1)C(F)(F)F)=O)NC)C (S,E)-N-(3-(4-Hydroxy-2,6-dimethylphenyl)-2-(methylamino)propyl)-3-(3-(trifluoromethyl)phenyl)acrylamide